FC=1C(=C(C=C(C1)F)C(C)=O)OCC1=CC=C(C=C1)OC 1-(3,5-difluoro-2-((4-methoxybenzyl)oxy)phenyl)ethan-1-one